FC=1C(=NC=CC1)C#CC 3-fluoro-2-(prop-1-yn-1-yl)pyridine